NC=1C=2N(C3=C(N1)C=NC(=C3)C(=O)N3[C@@H]1[C@H]([C@H](CC3)C)OC3=C1C=CC(=C3)OC(F)(F)F)C=NC2 (4-aminoimidazo[1,5-a]pyrido[3,4-e]pyrazin-8-yl)((4S,4aS,9bS)-4-methyl-7-(trifluoromethoxy)-3,4,4a,9b-tetrahydrobenzofuro[3,2-b]pyridin-1(2H)-yl)methanone